N-(5-(((5-(tert-butyl)oxazol-2-yl)methyl)thio)thiazol-2-yl)-1'-((2-(2,6-dioxopiperidin-3-yl)-7-fluoro-1,3-dioxoisoindolin-5-yl)methyl)-[1,4'-bipiperidine]-4-carboxamide C(C)(C)(C)C1=CN=C(O1)CSC1=CN=C(S1)NC(=O)C1CCN(CC1)C1CCN(CC1)CC=1C=C2C(N(C(C2=C(C1)F)=O)C1C(NC(CC1)=O)=O)=O